triethylene glycol bischloroformate C(COCCOC(=O)Cl)OCCOC(=O)Cl